CCCC(=O)OC[C@H](COP(=O)(O)O[C@@H]1[C@@H]([C@@H]([C@H]([C@@H]([C@H]1O)OP(=O)(O)O)O)O)O)OC(=O)CCC The molecule is a 1-phosphatidyl-1D-myo-inositol 5-phosphate in which both phosphatidyl acyl groups are specified as butanoyl. It is a 1-phosphatidyl-1D-myo-inositol 5-phosphate and a butyrate ester. It derives from a butyric acid. It is a conjugate acid of a 1,2-dibutyryl-sn-glycero-3-phospho-(1'D-myo-inositol-5'-phosphate)(3-).